N-(3-((3-((2-((3R,4R)-3-hydroxy-4-methoxypiperidin-1-yl)pyrimidin-4-yl)amino)-5-isopropylisoquinolin-8-yl)oxy)propyl)acetamide O[C@@H]1CN(CC[C@H]1OC)C1=NC=CC(=N1)NC=1N=CC2=C(C=CC(=C2C1)C(C)C)OCCCNC(C)=O